C(C1=CC=CC=C1)OC(=O)N1C(CNCC1)C1=C(C(=C(C(=C1F)F)CBr)F)F [4-(bromomethyl)-2,3,5,6-tetrafluorophenyl]piperazine-1-carboxylic acid benzyl ester